OCCOC([C@@H](NC(=O)OC(C)(C)C)C(C)C)=O Boc-L-valine 2-hydroxyethyl ester